tert-butyl 4-((5-hydroxy-1,4-dioxo-1,4-dihydronaphthalen-2-yl)amino)benzoate OC1=C2C(C=C(C(C2=CC=C1)=O)NC1=CC=C(C(=O)OC(C)(C)C)C=C1)=O